1,2,3,5-tetrakis(2-mercaptoethyl)benzene SCCC1=C(C(=CC(=C1)CCS)CCS)CCS